1-(2-{p-[3-amino-6-(o-hydroxyphenyl)-4-pyridazinyl]phenyl}-1-pyrrolidinyl)-2-propen-1-one NC=1N=NC(=CC1C1=CC=C(C=C1)C1N(CCC1)C(C=C)=O)C1=C(C=CC=C1)O